2-(3-octyl-4-oxo-2-thioxo-5-thiazolidinylidene)-4-oxo-3-thiazolidineacetic acid C(CCCCCCC)N1C(SC(C1=O)=C1SCC(N1CC(=O)O)=O)=S